1-Bromo-3-chloro-5-iodo-2-methylbenzene BrC1=C(C(=CC(=C1)I)Cl)C